[4-[3-(difluoromethyl)-4-nitro-pyrazol-1-yl]cyclohexyl]methanol FC(C1=NN(C=C1[N+](=O)[O-])C1CCC(CC1)CO)F